7-isobutyramido-N-(3-phenoxyphenyl)heptanamide C(C(C)C)(=O)NCCCCCCC(=O)NC1=CC(=CC=C1)OC1=CC=CC=C1